N1(N=CC=C1)CC1=C(C=C(C(=O)NS(=O)(=O)C2=C(C=CC(=C2)CC)OC)C=C1)OC 4-((1H-pyrazol-1-yl)methyl)-N-((5-ethyl-2-methoxyphenyl)sulfonyl)-3-methoxybenzamide